tert-butyl (4-((1,3-dioxoisoindolin-2-yl)methyl)benzyl)carbamate O=C1N(C(C2=CC=CC=C12)=O)CC1=CC=C(CNC(OC(C)(C)C)=O)C=C1